2,4-dibromo-6-(ethoxymethyl)aniline BrC1=C(N)C(=CC(=C1)Br)COCC